{3-[6-(methylcarbamoyl)pyridin-3-yl]phenyl}acetic acid CNC(=O)C1=CC=C(C=N1)C=1C=C(C=CC1)CC(=O)O